(1R,5S,6s)-N-[6-(2-fluorophenyl)pyridazin-3-yl]-3-(tetrahydropyran-4-ylmethyl)-3-azabicyclo[3.1.0]hexan-6-amine FC1=C(C=CC=C1)C1=CC=C(N=N1)NC1[C@@H]2CN(C[C@H]12)CC1CCOCC1